N[C@@H](CCCNC(=O)N)C(=S)O Thiocitrullin